(E)-1-propylamine C(CC)N